5-bromo-6-cyclopropyl-pyridine-3-carbonitrile BrC=1C=C(C=NC1C1CC1)C#N